N-[3-(dimethylamino)propyl]-3-[[2-[4-(4-ethoxy-6-oxo-1H-pyridin-3-yl)-2-fluoro-phenyl]acetyl]amino]-5-(trifluoromethyl)benzamide CN(CCCNC(C1=CC(=CC(=C1)C(F)(F)F)NC(CC1=C(C=C(C=C1)C1=CNC(C=C1OCC)=O)F)=O)=O)C